C(C)N(CCC)CCC N-ethyl-dipropylamine